(R)-4,4'-(3-(3-aminopiperidine-1-carbonyl)-1H-pyrazole-1,5-diyl)dibenzonitrile N[C@H]1CN(CCC1)C(=O)C1=NN(C(=C1)C1=CC=C(C#N)C=C1)C1=CC=C(C#N)C=C1